BrC1=C(C=CC(=C1)F)N1N=C(C=C1CC=1C(=NN(C1)C1CCC1)C(=O)O)C 4-((1-(2-bromo-4-fluorophenyl)-3-methyl-1H-pyrazol-5-yl)methyl)-1-cyclobutyl-1H-pyrazole-3-carboxylic acid